C1(CC1)OC1=CN=CC(=N1)N C6-Cyclopropoxypyrazin-2-amine